OCC1=C[C@@H]2[C@H](C(OC=3C=C(C=C(C23)O)CCC)(C)C)CC1 (6Ar,10aR)-9-(hydroxymethyl)-6,6-dimethyl-3-propyl-6a,7,8,10a-tetrahydrobenzo[c]chromen-1-ol